[N+](=O)([O-])C=1C(=CC2=C(OCO2)C1)N 6-nitrobenzo[d][1,3]dioxol-5-amine